6-amino-3-(3-morpholinopropyl)quinazolin-4(3H)-one NC=1C=C2C(N(C=NC2=CC1)CCCN1CCOCC1)=O